1,4-piperazinediethanol diethyl-8-fluoro-4-(phenylcarbamoyl)-3,4-dihydronaphthalene-2,2(1H)-dicarboxylate C(C)C1(C(CC(C2=CC=CC(=C12)F)C(NC1=CC=CC=C1)=O)(C(=O)O)C(=O)O)CC.N1(CCN(CC1)CCO)CCO